C1(=CC=CC=C1)C1=CC=C(N=N1)NC=1C=C(C(=O)NCC2=CSC=C2)C=CC1 3-[(6-phenylpyridazin-3-yl)amino]-N-[(thiophen-3-yl)methyl]benzamide